C1(=CC=CC=C1)C=1C=CC=2N(C3=CC=C(C=C3C2C1)C1=CC=CC=C1)COP(O)(O)=O [1-(3,6-diphenyl-9H-carbazol-9-yl)methyl]phosphoric acid